FC1(CCNCC1)C=1SC2=C(N1)C=CC(=C2)C2=CC1=CN(N=C1C=C2)C 2-(4-Fluoropiperidin-4-yl)-6-(2-methyl-2H-indazol-5-yl)-1,3-benzothiazol